N-(4-methoxybenzyl)anilinium tetrakis(pentafluorophenyl)gallate FC1=C(C(=C(C(=C1OC=1C(=C(C(=C(C(=O)[O-])C1)C1=C(C(=C(C(=C1F)F)F)F)F)OC1=C(C(=C(C(=C1F)F)F)F)F)OC1=C(C(=C(C(=C1F)F)F)F)F)F)F)F)F.COC1=CC=C(C[NH2+]C2=CC=CC=C2)C=C1